OC=1C=C(C2=CC=CC=C2C1)C1CCC=2C(=NC(=NC2C1)OCC[C@H]1N(CCC1)C)N1CCN(CC1)C(C=C)=O 1-(4-(7-(3-hydroxynaphthalen-1-yl)-2-(2-((S)-1-methylpyrrolidin-2-yl)ethoxy)-5,6,7,8-tetrahydroquinazolin-4-yl)piperazin-1-yl)prop-2-en-1-one